N1[C@@H](CCC1)C=1C=C(C=C2CCCOC12)C=1C=C2C(=NC1)NC=C2[C@H](C#N)C (R)-2-(5-(8-((S)-pyrrolidin-2-yl)chroman-6-yl)-1H-pyrrolo[2,3-b]pyridin-3-yl)propionitrile